benzyl (3S,4R,5S)-3,4-dihydroxy-5-[(6-methoxy-6-oxo-hexanoyl)amino]piperidine-1-carboxylate O[C@H]1CN(C[C@@H]([C@H]1O)NC(CCCCC(=O)OC)=O)C(=O)OCC1=CC=CC=C1